2,4,6-tri(n-propyl)-1,3,5-trioxane C(CC)C1OC(OC(O1)CCC)CCC